[Na+].C12(C(CC(CC1)C2)C(=O)[O-])C(=O)[O-].[Na+] norbornanedicarboxylic acid sodium salt